1-ethyl-4-[(4-propylphenyl)ethynyl]benzene C(C)C1=CC=C(C=C1)C#CC1=CC=C(C=C1)CCC